FC1=C(C=C(C=C1)F)[C@@H]1N(CC(C1)=O)C1=NC=2N(C=C1)N=CC2NC(=O)N[C@H]2[C@@H](C2)O 1-(5-((R)-2-(2,5-difluorophenyl)-4-oxopyrrolidin-1-yl)pyrazolo[1,5-a]pyrimidin-3-yl)-3-((1R,2R)-2-hydroxycyclopropyl)urea